6-Fluoro-9-methoxy-1,4,4-trimethyl-8-(1-methyl-1H-indol-4-yl)-5H-[1,2,4]triazolo[4,3-a]quinoxaline FC1=C2NC(C=3N(C2=C(C(=C1)C1=C2C=CN(C2=CC=C1)C)OC)C(=NN3)C)(C)C